CS(=O)(=O)C1=C(C=CC(=C1)C(F)(F)F)CN1CC2(C1)CNC2 2-[[2-methylsulfonyl-4-(trifluoromethyl)phenyl]methyl]-2,6-diazaspiro[3.3]heptane